(R)-N,N-diethyl-4-((3-(piperidine-1-carbonyl)piperidin-1-yl)sulfonyl)benzenesulfonamide C(C)N(S(=O)(=O)C1=CC=C(C=C1)S(=O)(=O)N1C[C@@H](CCC1)C(=O)N1CCCCC1)CC